[Br-].[Br-].C[SiH](C)[Zr+2](C1C(=CC2=CC=CC=C12)C1=CC=CC=C1)C1C(=CC2=CC=CC=C12)C1=CC=CC=C1 dimethylsilyl-bis(phenylindenyl)zirconium dibromide